C[C@@H]1O[C@@H](O[C@H]2[C@H](O[C@@H]([C@H](O)[C@@H](O)C=O)[C@H](O)CO)O[C@H](CO)[C@H](O)[C@@H]2O)[C@@H](O)[C@H](O)[C@@H]1O 2'-O-fucosyLLactose